4-{2-[4-(2-(4,4-difluoropiperidin-1-yl)ethoxy)phenyl]quinolin-6-yl}-6-methyl-1H-pyrrolo[2,3-c]pyridin-7(6H)-one FC1(CCN(CC1)CCOC1=CC=C(C=C1)C1=NC2=CC=C(C=C2C=C1)C=1C2=C(C(N(C1)C)=O)NC=C2)F